3-(3-(3-amino-2,5-difluoro-4-methylphenyl)-1,2,4-oxadiazol-5-yl)azetidine-1-carboxylic acid methyl ester COC(=O)N1CC(C1)C1=NC(=NO1)C1=C(C(=C(C(=C1)F)C)N)F